C(C)(C)(C)OC(=O)N[C@@H](C(=O)OC)[C@H](C)O methyl (2r,3s)-2-(tert-butoxycarbonylamino)-3-hydroxy-butyrate